CN1N=CC2=CC=C(C=C12)C1=C2CN(C(C2=C(C=C1)NC)=O)CC(C#N)=C 2-{[4-(1-methyl-1H-indazol-6-yl)-7-(methylamino)-1-oxo-2,3-dihydro-1H-isoindol-2-yl]methyl}prop-2-enenitrile